(5R,8aS)-3-(5-fluoro-1H-pyrrolo[2,3-c]pyridin-4-yl)-1-(1-methanesulfonyl-1-methyl-ethyl)-5-methyl-5,6,8a,9-tetrahydro-8H-7,10-dioxa-2,4,4b-triazaphenanthrene FC=1C(=C2C(=CN1)NC=C2)C=2N=C(C=1OC[C@@H]3COC[C@H](N3C1N2)C)C(C)(C)S(=O)(=O)C